C(CC)[2H] propane-d